(S)-6-fluoro-N-(8-fluoro-6-oxo-1,2,3,4,5,6-hexahydrophenanthridin-1-yl)-N,4-dimethyl-1H-indole-2-carboxamide FC1=CC(=C2C=C(NC2=C1)C(=O)N(C)[C@H]1CCCC=2NC(C3=CC(=CC=C3C12)F)=O)C